tert-butyl (2S,4S)-4-hydroxy-1-[4-(6-methoxy-6-oxohexyl)-8-oxa-3,5-diazatricyclo[7.4.0.02,7]trideca-1(13),2,4,6,9,11-hexaen-6-yl]pyrrolidine-2-carboxylate O[C@H]1C[C@H](N(C1)C=1N=C(N=C2C3=CC=CC=C3OC12)CCCCCC(=O)OC)C(=O)OC(C)(C)C